NC1=NC(=C(C=2N1C(N(N2)CC2=NC(=C(C=C2)F)N)=O)C2=CC(=NC(=C2)C)CO)C2=CC=CC=C2 5-amino-2-[(6-amino-5-fluoro-2-pyridinyl)methyl]-8-[2-(hydroxymethyl)-6-methyl-4-pyridinyl]-7-phenyl-[1,2,4]triazolo[4,3-c]pyrimidin-3-one